CC1=C(C(=O)O)C=CC(=C1)C1=NC=CC(=C1)OC1=CC=C(C=C1)C(F)(F)F 2-methyl-4-(4-(4-(trifluoromethyl)phenoxy)pyridin-2-yl)benzoic acid